titanium 3,5-dichloro-salicylic acid ClC1=C(C(C(=O)O)=CC(=C1)Cl)O.[Ti]